(R) or (S)-N'-((3,5-diisopropylpyridin-4-yl)carbamoyl)-2-(2-hydroxypropan-2-yl)thiazole-5-sulfonimidamide C(C)(C)C=1C=NC=C(C1NC(=O)N=[S@](=O)(N)C1=CN=C(S1)C(C)(C)O)C(C)C |o1:13|